ClC1=NC(=CC2=CC(=CC=C12)C(=O)OC)OC methyl 1-chloro-3-methoxyisoquinoline-6-carboxylate